tert-butyl (1R,3r,5S)-3-(3-hydroxybutanamido)-8-azabicyclo[3.2.1]octane-8-carboxylate OC(CC(=O)NC1C[C@H]2CC[C@@H](C1)N2C(=O)OC(C)(C)C)C